C(C)(=O)C1=C(C(=CC=C1)Cl)NC(=O)C=1SC=C(N1)Br N-(2-acetyl-6-chloro-phenyl)-4-bromo-thiazole-2-carboxamide